1-phenyl-5-(Trifluoromethyl)-1H-pyrazole-4-carboxylic acid C1(=CC=CC=C1)N1N=CC(=C1C(F)(F)F)C(=O)O